C(CCCCCCCCCCC)OC(CCN(CCN(CCN(CCC(OCCCCCCCCCCCC)=O)CCC(OCCCCCCCCCCCC)=O)CCN(CCC(OCCCCCCCCCCCC)=O)CCC(OCCCCCCCCCCCC)=O)CCC(OCCCCCCCCCCCC)=O)=O tris(2-bis(3-dodecyloxy-3-oxopropyl)aminoethyl)amine